1,3-bis(glycidylpropyl)tetramethyldisiloxane C(C1CO1)CCC[Si](O[Si](CCCCC1CO1)(C)C)(C)C